COC(=O)C1=CC=2NC(C=3N(C2N=C1)C=CC3)=O 6-Oxo-5,6-dihydropyrido[3,2-e]pyrrolo[1,2-a]pyrazine-3-carboxylic acid methyl ester